BrC1=CC=2N(C=C1)C=C(N2)C2CN(CC2)C(=O)OCC2=CC=CC=C2 Benzyl 3-(7-bromoimidazo[1,2-a]pyridin-2-yl)pyrrolidine-1-carboxylate